tert.Butyl-3-(4-(2-chloro-7-((2-(trimethylsilyl)ethoxy)methyl)-7H-pyrrolo[2,3-d]pyrimidin-4-yl)-1H-pyrazol-1-yl)azetidine-1-carboxylic acid C(C)(C)(C)C1N(CC1N1N=CC(=C1)C=1C2=C(N=C(N1)Cl)N(C=C2)COCC[Si](C)(C)C)C(=O)O